N-((2R,6S)-2,6-dimethyltetrahydro-2H-pyran-4-yl)-3-(1-isopropyl-1H-pyrazol-3-yl)-1-(4-methoxybenzyl)-1H-pyrazolo[4,3-c]pyridine-4-amine C[C@H]1O[C@H](CC(C1)NC1=NC=CC2=C1C(=NN2CC2=CC=C(C=C2)OC)C2=NN(C=C2)C(C)C)C